The molecule is a spirocyclic epoxide arising from epoxidation of (1R,4R)-4-isopropenyl-1-methyl-2-methylidenecyclohexane It is an epoxide and a spiro compound. It derives from a hydride of a p-menthane. C[C@@H]1CC[C@H](CC12CO2)C(=C)C